COC(=O)[C@H]1N(CC(C1O)O)C1=NC(=CC(=C1)C(F)(F)F)Cl (2S)-1-(6-chloro-4-(trifluoromethyl)pyridin-2-yl)-3,4-dihydroxypyrrolidine-2-carboxylic acid methyl ester